C(C)C1=C(C=O)C=CC(=C1)C(C)=NOC1=CC(=CC=C1)C(F)(F)F 2-ethyl-4-(1-(((3-(trifluoromethyl)phenyl)oxy)imino)ethyl)benzaldehyde